3-oxo-2,3-dihydro-1-benzofuran O=C1COC2=C1C=CC=C2